COC(C=CCCC(C(=O)NC=1C(N(C=CC1)CC(=O)NCC(CC)CC)=O)NC(=O)C1=CN=CN1C)=O 7-(1-(2-(2-ethylbutylamino)-2-oxoethyl)-2-oxo-1,2-dihydro-pyridin-3-ylamino)-6-(1-methyl-1H-imidazole-5-carboxamido)-7-oxo-2-heptenoic acid methyl ester